(3R)-3-[[(1,1-dimethylethoxy)carbonyl]amino]-1-piperidinecarboxylic acid chloromethyl ester ClCOC(=O)N1C[C@@H](CCC1)NC(=O)OC(C)(C)C